C1(=CC=CC2=CC=CC=C12)C1=CC=CC=2C3=CC=C4C=CC=CC4=C3C=CC12 (naphthyl)chrysene